CC=1C(=NC(=C(N1)C)[Ir+]C1=C(N=C(C(=N1)C1=CC=CC=C1)C)C)C1=CC=CC=C1 bis(3,5-dimethyl-2-phenylpyrazinyl)iridium (III)